tert-butyl (R)-(1-(6-bromo-3-cyanopyrazolo[1,5-a]pyridin-4-yl)pyrrolidin-3-yl)carbamate BrC=1C=C(C=2N(C1)N=CC2C#N)N2C[C@@H](CC2)NC(OC(C)(C)C)=O